N(=[N+]=[N-])CCOCCOCCOCCOCC(COCC(=O)O)(C)COCCOCCOCCOCCN=[N+]=[N-] 1-azido-14-(13-azido-2,5,8,11-tetraoxatridecyl)-14-methyl-3,6,9,12,16-pentaoxaoctadecan-18-oic acid